FC=1C=C(C=2C(C(CCC2C1C)(CO)CO)=O)NC(C)=O N-(3-fluoro-7,7-bis(hydroxymethyl)-4-methyl-8-oxo-5,6,7,8-tetrahydronaphthalen-1-yl)acetamide